C(C)(=O)OCCCCCCCC\C=C/CCCCCC (Z)-hexadec-9-en-1-yl acetate